ClC1=NC=2N(C(=C1)NC([2H])([2H])C=1N=C3N(C=CC=C3)C1)N=CC2C(C)C 5-chloro-N-(imidazo[1,2-a]pyridin-2-ylmethyl-d2)-3-isopropylpyrazolo[1,5-a]pyrimidin-7-amine